Di-TBDMSbenzindenetriol [Si](C)(C)(C(C)(C)C)C=1C(=C2C(=C(C(C2=C2C1C=CC=C2)O)O)O)[Si](C)(C)C(C)(C)C